Br[C@@H](C(=O)N[C@H](C(=O)N1[C@@H](C[C@H](C1)O)C(=O)N[C@@H](C)C1=CC=C(C=C1)C1=C(N=CS1)C)C(C)(C)C)C (2S,4R)-1-((S)-2-((R)-2-bromopropanamido)-3,3-dimethylbutanoyl)-4-hydroxy-N-((S)-1-(4-(4-methylthiazol-5-yl)phenyl)ethyl)pyrrolidine-2-carboxamide